O=C1CN(CC(C1)C(F)(F)F)C(=O)[O-] 3-oxo-5-(trifluoro-methyl)piperidine-1-carboxylate